CC=1C(=NC(=NC1)NC1CCOCC1)C1=CC=2C(N(CCC2S1)C(C(=O)O)C)=O 2-(2-(5-methyl-2-((tetrahydro-2H-pyran-4-yl)amino)pyrimidin-4-yl)-4-oxo-6,7-dihydrothieno[3,2-c]pyridin-5(4H)-yl)propionic acid